1-(Prop-2-yn-1-yl)-4-(trifluoromethoxy)benzene C(C#C)C1=CC=C(C=C1)OC(F)(F)F